(6-(difluoromethyl)pyridazin-4-yl)-2-fluoro-8-methyl-8-(trifluoromethyl)-7,8-dihydro-6H-pyrazolo[1,5-a]pyrrolo[2,3-e]pyrimidine-6-carboxamide FC(C1=CC(=CN=N1)C=1C(=NN2C1N=CC1=C2C(CN1C(=O)N)(C(F)(F)F)C)F)F